1-(2-phenoxyethyl)-3-(pyrrolidin-1-ylmethyl)-2,3-dihydro-1H-imidazole O(C1=CC=CC=C1)CCN1CN(C=C1)CN1CCCC1